C(C)OC=1C=2N(C=CN1)N=C(C2)NC(CCNC2=NC=CC1=CC=C(C=C21)C2=NOC(=N2)C)=O N-(4-ethoxypyrazolo[1,5-a]pyrazin-2-yl)-3-((7-(5-methyl-1,2,4-oxadiazol-3-yl)isoquinolin-1-yl)amino)propanamide